2-((1-(2-(4-chlorophenyl)-7-methyl-4-oxo-4H-pyrido[1,2-a]pyrimidin-9-yl)ethyl)amino)benzoic acid ClC1=CC=C(C=C1)C=1N=C2N(C(C1)=O)C=C(C=C2C(C)NC2=C(C(=O)O)C=CC=C2)C